5-fluoro-N-(2-fluoro-6-methylphenyl)-4-[3-(2-hydroxypropan-2-yl)-4-methyl-5-oxo-4,5-dihydro-1H-1,2,4-triazol-1-yl]-2-{[(2S)-1,1,1-trifluoropropan-2-yl]oxy}benzamide FC=1C(=CC(=C(C(=O)NC2=C(C=CC=C2C)F)C1)O[C@H](C(F)(F)F)C)N1N=C(N(C1=O)C)C(C)(C)O